NC=1C(=NC(=CC1)C1=CC=C(C=C1)OC)NC(C1=CN=C(C=C1)N1CCN(CC1)C)=O N-(3-amino-6-(4-methoxyphenyl)pyridin-2-yl)-6-(4-methylpiperazin-1-yl)nicotinamide